C(C)(C)NC(=O)N1CC2(CC1)N(C(CN(C2=O)C(C)C)=O)CC2=CC=C(C=C2)C(F)(F)F N,9-diisopropyl-7,10-dioxo-6-(4-(trifluoromethyl)benzyl)-2,6,9-triazaspiro[4.5]decane-2-carboxamide